tert-butyl 2-azabicyclo[5.1.0]octane-2-carboxylate C12N(CCCCC2C1)C(=O)OC(C)(C)C